CN(C(C)=O)CSC1=C(OC=C1)C N-methyl-N-(((2-methylfuran-3-yl)thio)methyl)acetamide